C(C)(C)(C)C1=CC=C(C=C1)[I+]C1=CC=C(C=C1)OC (4-tert-butyl-phenyl)-(4-methoxy-phenyl)iodonium